(R)-N'-(4-cyano-6-cyclopropyl-3-fluoro-2-isopropylphenylcarbamoyl)-2-(2-hydroxypropan-2-yl)thiazole-5-sulfonimidamide C(#N)C1=C(C(=C(C(=C1)C1CC1)NC(=O)N=[S@](=O)(N)C1=CN=C(S1)C(C)(C)O)C(C)C)F